O[C@@]1(C(N(CC1)C)=O)C1=CC(=NO1)C1=NC(=CC(=C1)C)C1=NC(=NC=C1)NC=1C=NN(C1)C (R)-3-hydroxy-1-methyl-3-(3-(4-methyl-6-(2-((1-methyl-1H-pyrazol-4-yl)amino)pyrimidin-4-yl)pyridin-2-yl)isoxazol-5-yl)pyrrolidin-2-one